F[C@H]1CN(CC[C@H]1NC1=C2C=C(N(C2=CC=C1)CC(F)(F)F)C1=NOC(=N1)C(=O)NCC1CCOCC1)C 3-(4-{[(3S,4R)-3-fluoro-1-methylpiperidin-4-yl]amino}-1-(2,2,2-trifluoroethyl)-1H-indol-2-yl)-N-[(oxan-4-yl)methyl]-1,2,4-oxadiazole-5-carboxamide